C(CCCCCCCCCCC)[S+](C)C Dodecyl-dimethyl-sulfonium